C[Si](N1C=NCC1CCC[Si](OCC)(OCC)C)(C)C N-trimethylsilyl-(4,5-dihydroimidazol-5-yl)propyl-(methyl)-diethoxysilane